5-bromo-7-chloro-2-(4-methoxybenzyl)-3,3-dimethylisoindolin-1-one BrC=1C=C2C(N(C(C2=C(C1)Cl)=O)CC1=CC=C(C=C1)OC)(C)C